ClCC=1C=CC(=C(OC=2C=C(C(=O)N(C)C)C=CC2)C1)[N+](=O)[O-] 3-(5-(chloromethyl)-2-nitrophenoxy)-N,N-dimethylbenzamide